C1(CC1)C1=NNC(=N1)C1CC2(CN(C2)C(=O)N2CC3(C2)CC(C3)CC3=CC=C(C=C3)S(=O)(=O)C(F)(F)F)C1 [6-(3-cyclopropyl-1H-1,2,4-triazol-5-yl)-2-azaspiro[3.3]heptan-2-yl]-[6-(4-triflylbenzyl)-2-azaspiro[3.3]heptan-2-yl]methanone